4-[5-[(1S)-2-amino-1-hydroxyethyl]pyrimidin-2-yl]-3-[2-[(2S,6R)-2,6-dimethylmorpholin-4-yl]-6-methylpyridin-4-yl]oxybenzonitrile NC[C@@H](O)C=1C=NC(=NC1)C1=C(C=C(C#N)C=C1)OC1=CC(=NC(=C1)C)N1C[C@@H](O[C@@H](C1)C)C